FC(C(=O)O)(F)F.N1(CCCCC1)C=1C=C(C=CC1)C1=CC=C(C=C1)SC=1N=NNC1C(=O)O 4-((3'-(piperidin-1-yl)-[1,1'-biphenyl]-4-yl)thio)-1H-1,2,3-triazole-5-carboxylic acid 2,2,2-trifluoroacetate